ClC1=C(C=CC=C1C1=CC=C2C=NNC2=C1)C1C(NC(CC1)=O)=O 3-(2-chloro-3-(1H-indazol-6-yl)phenyl)piperidine-2,6-dione